CC(C)(C(CCCCCC)C)C 2,2,3-trimethylnonane